COCCN1C(NC2=C1C=CC=C2)=O 3-(2-methoxyethyl)-1H-benzimidazol-2-one